C1(=CC=CC=C1)C(C)C1=CC=C(C=C1)NC1=CC=C(C=C1)C(C)C1=CC=CC=C1 4-(1-phenylethyl)-N-[4-(1-phenylethyl)phenyl]-Benzenamine